(P)-4-(4-propenoylpiperazin-1-yl)-7-(2-amino-3,4,5,6-tetrafluorophenyl)-6-chloro-1-(2-isopropyl-4-methylpyridin-3-yl)-2-oxo-1,2-dihydro-1,8-naphthyridine-3-carbonitrile C(C=C)(=O)N1CCN(CC1)C1=C(C(N(C2=NC(=C(C=C12)Cl)C1=C(C(=C(C(=C1F)F)F)F)N)C=1C(=NC=CC1C)C(C)C)=O)C#N